tert-butyl {3-[(8-(3-[(5-cyanopyrazin-2-yl)amino]-1H-pyrazol-5-yl)quinolin-7-yl)oxy]propyl}carbamate C(#N)C=1N=CC(=NC1)NC1=NNC(=C1)C=1C(=CC=C2C=CC=NC12)OCCCNC(OC(C)(C)C)=O